C(C)(C)N1N=C(C2=NC(=CC(=C21)NCC=2C(=NC=CC2)C(F)(F)F)C=2C(=NC=CC2)OC)C 1-isopropyl-5-(2-methoxy-3-pyridyl)-3-methyl-N-[[2-(trifluoromethyl)-3-pyridyl]methyl]pyrazolo[4,3-b]pyridin-7-amine